pyridine triphenylphosphine salt C1(=CC=CC=C1)P(C1=CC=CC=C1)C1=CC=CC=C1.N1=CC=CC=C1